FC(C(=O)O)(F)F.FC(C1=CC=C(C=C1)C1CNCC1)(F)F 3-(4-(trifluoromethyl)phenyl)pyrrolidine 2,2,2-trifluoroacetate